C(=C)N1C(N(C(N(C1=O)C=C)=O)C=C)=O 1,3,5-trivinyl-1,3,5-triazine-2,4,6-trione